NC1=C(C(=NN1C(C([2H])([2H])[2H])C)C1=CC=C(C=C1)C(C(=O)NC1=CC(=NO1)CC(C)(C)C)C)C#N 2-[4-[5-Amino-4-cyano-1-(2,2,2-trideuterio-1-methylethyl)pyrazol-3-yl]phenyl]-N-[3-(2,2-dimethylpropyl)isoxazol-5-yl]propanamide